2-methyl-5-((4-methylthiazol-5-yl)methoxy)benzofuran CC=1OC2=C(C1)C=C(C=C2)OCC2=C(N=CS2)C